C1(CC1)N1CCC(CC1)N1CCC(CC1)C1=CC2=C(N(C(=N2)C2=CC(=C(C=C2)OC)OC)C)C=C1 5-(1'-Cyclopropyl-[1,4'-bipiperidin]-4-yl)-2-(3,4-dimethoxyphenyl)-1-methyl-1H-benzo[d]imidazol